3-((4-(4-(2-(4-aminopiperidin-1-yl)ethyl)piperidin-1-yl)-3-fluorophenyl)amino)piperidine-2,6-dione NC1CCN(CC1)CCC1CCN(CC1)C1=C(C=C(C=C1)NC1C(NC(CC1)=O)=O)F